(E)-3-[4-(trifluoromethyl)phenyl]prop-2-enoic acid FC(C1=CC=C(C=C1)/C=C/C(=O)O)(F)F